OC1=CC=C(C=C1)C1=NNC2=NC=C(C=C21)C2=CC=C(C=C2)NC(C)=O N-(4-(3-(4-hydroxyphenyl)-1H-pyrazolo[3,4-b]pyridin-5-yl)phenyl)acetamide